O1CCC(CC1)CCNC(CCCCCCCC(=O)O)CCCCCCCC(=O)O 9-((2-(tetrahydro-2H-pyran-4-yl)ethyl)amino)heptadecanedioic acid